OC=1C=C(C(=O)NCC2=CC=C(C=C2)C2=NOC(=N2)C(F)(F)F)C=CC1 3-hydroxy-N-{4-[5-(trifluoromethyl)-1,2,4-oxadiazol-3-yl]benzyl}benzamide